FC(C(=O)N1CCN(CC1)C=1C2=C(N=C(N1)OCC13CCCN3CCC1)CC(OC2)C2=CC=CC1=CC=CC(=C21)C)=C (2S)-1-(2-fluoroacryloyl)-4-(7-(8-methylnaphthalen-1-yl)-2-((tetrahydro-1H-pyrrolizin-7a(5H)-yl)methoxy)-7,8-dihydro-5H-pyrano[4,3-d]pyrimidin-4-yl)piperazin